octadecyltrimethylammonium bromite Br(=O)[O-].C(CCCCCCCCCCCCCCCCC)[N+](C)(C)C